(3S,4R,5R,6S)-1-{6-[(2-chloro-4-methylbenzyl)oxy]-5-fluorohexyl}-3,4,5,6-azepanetetrol ClC1=C(COCC(CCCCN2C[C@@H]([C@H]([C@@H]([C@H](C2)O)O)O)O)F)C=CC(=C1)C